(R)-4-(2-(6-(3-fluoropyrrolidin-1-yl)pyridin-3-yl)thiazolo[4,5-c]pyridin-6-yl)morpholine F[C@H]1CN(CC1)C1=CC=C(C=N1)C=1SC2=C(C=NC(=C2)N2CCOCC2)N1